butyl-4-acetyl-5-(3-bromo-5-chlorophenyl)-2-methylpiperazine-1-carboxylate C(CCC)OC(=O)N1C(CN(C(C1)C1=CC(=CC(=C1)Cl)Br)C(C)=O)C